NC=1SC2=C(N1)C=CC(=C2)C=2C=C(C=NC2)NC(OC(C)C)=O isopropyl (5-(2-aminobenzo[d]thiazol-6-yl)pyridin-3-yl)carbamate